FC1=CC=C(C=C1)C1=C(C(=C(C=C1)C)C=1CNC2(C1O)CCOCC2)C 3-(4'-fluoro-2,4-dimethylbiphenyl-3-yl)-4-hydroxy-8-oxa-1-azaspiro[4.5]dec-3-en